hydroxyl-vinylidene fluoride OC=C(F)F